NC=1C(=CC=2CCCCC2C1)C(=O)NC1=CC(=C(C=C1)F)C(F)(F)F 3-amino-N-(4-fluoro-3-(trifluoromethyl)phenyl)-5,6,7,8-tetrahydronaphthalene-2-carboxamide